4-(cyclohex-3-en-1-yl)-6-fluoroquinoline C1(CC=CCC1)C1=CC=NC2=CC=C(C=C12)F